Cl.C(C)(C)(C)OC([C@@H](N)C(C)C)=O L-valine tert-butyl ester, hydrochloride salt